NCCCN1CCN(CC1)CCCNCCN1CCN(CC1)CCCN1CCN(CC1)CCCN 3-(4-(3-aminopropyl)piperazin-1-yl)-N-(2-(4-(3-(4-(3-aminopropyl)piperazin-1-yl)propyl)piperazin-1-yl)ethyl)propan-1-amine